7-Ethyl-N-(4-(ethylsulfonyl)benzyl)-10H-phenothiazine-2-carboxamide C(C)C=1C=C2SC=3C=CC(=CC3NC2=CC1)C(=O)NCC1=CC=C(C=C1)S(=O)(=O)CC